C(C)(C)(C)C=1C(=C(C=C(C1)CCC(=O)OCCOCCOCCOC(CCC1=CC(=C(C(=C1)C(C)(C)C)O)C)=O)C)O triethylene glycol bis[β-(5-tert-butyl-4-hydroxy-3-methylphenyl)propionate]